methyl (1R,3S)-1-(5-bromo-2,4-difluorobenzyl)-3-(methylsulfonamido)cyclopentane-1-carboxylate BrC=1C(=CC(=C(C[C@]2(C[C@H](CC2)NS(=O)(=O)C)C(=O)OC)C1)F)F